triethoxy((4-(ethoxymethyl)phenoxy)methyl)silane exo-tert-butyl-2-(2-bromo-6-chloropyridin-4-yl)-3-oxa-8-azabicyclo[3.2.1]octane-8-carboxylate C(C)(C)(C)OC(=O)N1C2C(OCC1CC2)C2=CC(=NC(=C2)Cl)Br.C(C)O[Si](COC2=CC=C(C=C2)COCC)(OCC)OCC